tert-butyl (1S,5R)-3-[[6-[7-pyrazol-1-yl-1-(2-trimethylsilylethoxymethyl) indazol-4-yl]-1,2,4-triazin-3-yl]oxy]-9-azabicyclo[3.3.1]nonane-9-carboxylate N1(N=CC=C1)C=1C=CC(=C2C=NN(C12)COCC[Si](C)(C)C)C1=CN=C(N=N1)OC1C[C@@H]2CCC[C@H](C1)N2C(=O)OC(C)(C)C